FC=1C=C(C(=O)OCC)C=C(C1C(NS(=O)(=O)C1(CC1)C)=O)C(F)(F)F ethyl 3-fluoro-4-(((1-methylcyclopropyl)sulfonyl)carbamoyl)-5-(trifluoromethyl)benzoate